1-(Tert-butyl)-N-(4-chloro-3-(8-morpholinoimidazo[1,2-a]pyridin-6-yl)phenyl)-3-fluoro-1H-pyrazole-4-carboxamide C(C)(C)(C)N1N=C(C(=C1)C(=O)NC1=CC(=C(C=C1)Cl)C=1C=C(C=2N(C1)C=CN2)N2CCOCC2)F